FC(C1=NN=C2N1CCN(C2)C2=CC=C(N=N2)CNC=2C=1C=CN=C(C1C=CC2)N)(F)F N5-((6-(3-(Trifluoromethyl)-5,6-dihydro-[1,2,4]triazolo[4,3-a]pyrazin-7(8H)-yl)pyridazin-3-yl)methyl)isoquinoline-1,5-diamine